4-Methyl-yl-oxo-benzol C=C1C=CC(C=C1)=O